C1=NC=CC2=CC(=CC=C12)CCN 2-(isoquinolin-6-yl)ethylamine